C(C)N1C(NC2=CC(=CC=C2C1(C)C)CN1CCN(CC1)C=1C=CC(=NC1C)C(=O)NC)=O 5-(4-((3-ethyl-4,4-dimethyl-2-oxo-1,2,3,4-tetrahydroquinazolin-7-yl)methyl)piperazin-1-yl)-N,6-dimethylpicolinamide